3,9-bis{1,1-dimethyl-2-{β-(3-tert-butyl-4-hydroxy-5-methylphenyl)propionyloxy}ethyl}2,4,8,10-tetraoxaspiro{5.5}undecane CC(COC(CCC1=CC(=C(C(=C1)C)O)C(C)(C)C)=O)(C)C1OCC2(CO1)COC(OC2)C(COC(CCC2=CC(=C(C(=C2)C)O)C(C)(C)C)=O)(C)C